Dimethyl 2,6-dicyclopropyl-4-(5-fluorobenzo[b]thiophen-3-yl)-1,4-dihydropyridin-3,5-dicarboxylat C1(CC1)C=1NC(=C(C(C1C(=O)OC)C=1C2=C(SC1)C=CC(=C2)F)C(=O)OC)C2CC2